docosapentaenoate CC/C=C\C/C=C\C/C=C\C/C=C\C/C=C\CCCCCC(=O)O